C(C)N(C1=NC(=NC(=C1)N1CCOC2(C1)CCCCC2)C(F)(F)F)CC2CN(CCO2)S(=O)(=O)C N-ethyl-N-((4-(methylsulfonyl)morpholin-2-yl)methyl)-6-(1-oxa-4-azaspiro[5.5]undecan-4-yl)-2-(trifluoromethyl)pyrimidin-4-amine